FC(C=1C=C(C=CC1F)C=1C=C(C=NC1)CN1C(OC[C@H]1C(C)C)=O)F (4R)-3-[[5-[3-(Difluoromethyl)-4-fluoro-phenyl]-3-pyridyl]methyl]-4-isopropyl-oxazolidin-2-one